5-(3,6-diazabicyclo[3.1.1]heptan-6-yl)-2-(2,6-dioxopiperidin-3-yl)-6-fluoroisoindoline-1,3-dione C12CNCC(N1C=1C=C3C(N(C(C3=CC1F)=O)C1C(NC(CC1)=O)=O)=O)C2